mercaptohexanol CCCCCC(O)S